butyl 1-oxa-3,7-diazaspiro[4.4]nonane-7-carboxylate O1CNCC12CN(CC2)C(=O)OCCCC